t-butyl hypoiodite IOC(C)(C)C